thiophene 1,1-dioxide S1(C=CC=C1)(=O)=O